ClC=1C=C(CNC2=NC(=NC3=CC=C(C=C23)C=2C(=NOC2C)C)N2CCN(CCC2)C(C)O)C=CC1 (4-(4-((3-chlorobenzyl)amino)-6-(3,5-dimethylisoxazol-4-yl)quinazolin-2-Yl)-1,4-diazepan-1-yl)ethanol